cyclohexa-2,5-dien-1-one boron [B].C1(C=CCC=C1)=O